sodium hydrogen (Z)-5-(3-(1-cyano-2-(5-cyano-2-methoxyphenyl) vinyl)-6-methoxy-1H-indol-1-yl)-5-oxopentylphosphonate C(#N)\C(=C/C1=C(C=CC(=C1)C#N)OC)\C1=CN(C2=CC(=CC=C12)OC)C(CCCCP(O)([O-])=O)=O.[Na+]